(S)-3-(isoquinolin-4-yl)-1-(3-methyl-6-(trifluoromethyl)pyridin-2-yl)-2-oxoimidazoline-4-carbonitrile C1=NC=C(C2=CC=CC=C12)N1C(N(C[C@H]1C#N)C1=NC(=CC=C1C)C(F)(F)F)=O